C(N)(=O)C1=CC(=C2C=NN(C2=C1)CC(=O)OC(C)(C)C)C1=NN=C(N1CC1=CC=C(C=C1)OC)C1=CC(=NN1CC)C tert-butyl (6-carbamoyl-4-{5-(1-ethyl-3-methyl-1H-pyrazol-5-yl)-4-[(4-methoxyphenyl)methyl]-4H-1,2,4-triazol-3-yl}-1H-indazol-1-yl)acetate